FC=1C=C(C=C(C1)F)C1=CC=C2C(N(CN(C2=C1)S(=O)(=O)C1=CC(=CC=C1)C(F)(F)F)CCOC)=O 7-(3,5-difluorophenyl)-3-(2-methoxyethyl)-1-((3-(trifluoromethyl)phenyl)sulfonyl)-2,3-dihydroquinazolin-4(1H)-one